5-(6-(4-benzoylpiperazine-1-yl)hexyl)benzol methyl-3,3-dimethyl-6-(1-methyl-1,2,3,6-tetrahydropyridin-4-yl)-3,4-dihydroisoquinoline-2(1H)-carboxylate CC1N(C(CC2=CC(=CC=C12)C=1CCN(CC1)C)(C)C)C(=O)O.C(C1=CC=CC=C1)(=O)N1CCN(CC1)CCCCCCC=1C=CC=CC1